bis(4-thiophenyl) dithiophosphate P(=S)(SC=1C=CSC1)(OC=1C=CSC1)[O-]